2-{3-[(2R,6S)-2,6-dimethylmorpholine-4-carbonyl]-5,6-dihydrocyclopenta[c]pyrazol-1(4H)-yl}-1-[4-(3,4,5-trifluorophenyl)piperidin-1-yl]ethan-1-one C[C@@H]1CN(C[C@@H](O1)C)C(=O)C=1C2=C(N(N1)CC(=O)N1CCC(CC1)C1=CC(=C(C(=C1)F)F)F)CCC2